Imidazoline oleate C(CCCCCCC\C=C/CCCCCCCC)(=O)O.N1C=NCC1